2-(2-((3R,4R)-3-Amino-4-fluoropiperidin-1-yl)-5-fluoro-7-methoxy-1H-benzo[d]imidazol-1-yl)-1-morpholinoethan-1-on N[C@@H]1CN(CC[C@H]1F)C1=NC2=C(N1CC(=O)N1CCOCC1)C(=CC(=C2)F)OC